FC(C1=NN(C(=C1)C(F)F)C1=NC(=CC=C1[C@H](C)O)N1C=NC2=C1C=CC(=C2)NC=2N=NC(=CC2)C)F (1S)-1-[2-[3,5-bis(difluoromethyl)pyrazol-1-yl]-6-[5-[(6-methylpyridazin-3-yl)amino]benzimidazol-1-yl]-3-pyridyl]ethanol